racemic-5-[1-[[3-chloro-5-(trifluoromethyl)benzoyl]amino]ethyl]-1-pyrimidin-2-yl-1,2,4-triazole-3-carboxylic acid ClC=1C=C(C(=O)N[C@H](C)C2=NC(=NN2C2=NC=CC=N2)C(=O)O)C=C(C1)C(F)(F)F |r|